CC=1C=C(C#N)C=C(C1O)C 3,5-dimethyl-4-hydroxybenzonitrile